4-[7-(5-Chloro-2-fluorophenyl)-1H,2H,3H-pyrido[3,4-b][1,4]oxazin-1-yl]pyridine ClC=1C=CC(=C(C1)C1=CC2=C(OCCN2C2=CC=NC=C2)C=N1)F